FC(C=1C=C(C=CC1F)B(O)O)(F)F 3-trifluoromethyl-4-fluoro-phenylboronic acid